CN1CCN(CCC1)C1=CC=NC2=CC=C(C=C12)C(=O)N l-4-(4-methyl-1,4-diazepan-1-yl)quinoline-6-carboxamide